OC1(CCN(CC1)C(CCCCC1=NC=2NCCCC2C=C1)=O)CC(=O)[O-] 2-(4-hydroxy-1-(5-(5,6,7,8-tetrahydro-1,8-naphthyridin-2-yl)pentanoyl)piperidin-4-yl)acetate